2,3-dihydroquinoline-1-carboxylate N1(CCCC2=CC=CC=C12)C(=O)[O-]